3-(2-bromo-7-fluoro-1-benzothiophen-6-yl)-2-[(diphenylmethylidene)amino]propanenitrile BrC=1SC2=C(C1)C=CC(=C2F)CC(C#N)N=C(C2=CC=CC=C2)C2=CC=CC=C2